OC1=C(C=C(CNC(CC(CCC=C(C)C)C)=O)C=C1)OC N-(4-hydroxy-3-methoxybenzyl)3,7-dimethyl-6-octenamide